4-(4-((Cyclopentyldisulfaneyl)methyl)phenyl)-2-(2,6-difluorophenyl)-4,5-dihydrooxazole C1(CCCC1)SSCC1=CC=C(C=C1)C1N=C(OC1)C1=C(C=CC=C1F)F